Cl.C12CNCC(O1)C2 6-oxa-3-aza-bicyclo[3.1.1]heptane hydrochloride